C(C)(C)(C)OC(=O)N1CCN(CC1)CC1=C(C=C(C=C1)C(F)(F)F)C=O 4-(2-formyl-4-(trifluoromethyl)benzyl)piperazine-1-carboxylic acid tert-butyl ester